C[C@H]1CC[C@@H](N(C1)C(C(=O)NC=1C=NC=C(C(=O)N)C1)=O)C=1C=C2CNC(C2=CC1)=O |r| rac-5-(2-((2R,5S)-5-methyl-2-(1-oxoisoindolin-5-yl)piperidin-1-yl)-2-oxoacetamido)nicotinamide